benzyl 4-(4-(1-cyano-2-ethoxy-2-oxoethyl)-2-methyl-5-nitrophenyl)piperazine-1-carboxylate C(#N)C(C(=O)OCC)C1=CC(=C(C=C1[N+](=O)[O-])N1CCN(CC1)C(=O)OCC1=CC=CC=C1)C